FC(C(NO)=N)(C1=CC=C(C=C1)C(F)(F)F)F 2,2-difluoro-N-hydroxy-2-(4-(trifluoromethyl)phenyl)acetimidamide